ClC1=C2C=C(C=NC2=CC(=N1)Cl)C(F)(F)F 5,7-dichloro-3-(trifluoromethyl)-1,6-naphthyridine